tungsten-cobalt-manganese [Mn].[Co].[W]